2-(4-Bromo-3-methyl-pyrazol-1-yl)-7-azaspiro[3.5]nonane-7-carboxylic acid tert-butyl ester C(C)(C)(C)OC(=O)N1CCC2(CC(C2)N2N=C(C(=C2)Br)C)CC1